The molecule is the hydroxypyrimidine that is pyrimidine mono-substituted at C-2 by a hydroxy group. It has a role as a Lewis base and an electron donor. C1=CNC(=O)N=C1